[SiH3]CP(C[SiH3])C[SiH3] trissilylmethyl-phosphine